OCCOC1=CC(=NC=C1)C=1N=C(C2=C(N1)CCC2)N(CC(=O)NC2(CCC2)C)C 2-({2-[4-(2-hydroxyethoxy)pyridin-2-yl]-5H,6H,7H-cyclopenta[d]pyrimidin-4-yl}(methyl)amino)-N-(1-methylcyclobutyl)acetamide